FC=1C=C(COC2(COC2)C2=CC(=C(C=C2OC)N=CN(C)CC)C)C=C(C1)F N'-(4-(3-((3,5-difluorobenzyl)oxy)oxetan-3-yl)-5-methoxy-2-methylphenyl)-N-ethyl-N-methylformimidamide